C(C=C)OC1=CC=C(C=C1)C1=CC=CC=C1 4-(allyloxy)-1,1'-biphenyl